(S)-Asparagine N[C@@H](CC(N)=O)C(=O)O